C(C)(C)(C)N(C(=O)O[C@H](C)C=1SC=CN1)C1=C(C=C(C(=C1)F)N1CCOCC1)Br |r| (RS)-1-(thiazol-2-yl)ethane-1-ol tert-butyl-N-(2-bromo-5-fluoro-4-morpholino-phenyl)carbamate